C(CCCCCCCCC)N(C(=O)N)CCCCCCCCCCC N-decyl-N-undecylurea